NC1=C(C=C(C=N1)C(C#N)(C)C)Br 2-(6-amino-5-bromopyridin-3-yl)-2-methylpropanenitrile